NC1=[N+](C=CC=C1C1=CC(=NO1)CC=1C=NC(=CC1)OCCC#N)COP(=O)(O)[O-].BrC1=CC=C(C=C1)C(C=C1NCCCN1)=O 1-(4-bromophenyl)-2-(tetrahydropyrimidin-2(1H)-ylidene)ethan-1-one (2-amino-3-(3-((6-(2-cyanoethoxy)pyridin-3-yl)methyl)isoxazol-5-yl)pyridin-1-ium-1-yl)methyl-hydrogenphosphate